C[Si](C1(CC=C(S1)C=1SC=CC1)[Si](C)(C)C)(C)C 5,5-bis(trimethylsilyl)-2,2'-bithiophene